N-(3-chloro-5-(ethylsulfanyl)phenyl)-5-methyl-1-(5-morpholinylpyridin-2-yl)-1H-pyrrole-3-carboxamide ClC=1C=C(C=C(C1)SCC)NC(=O)C1=CN(C(=C1)C)C1=NC=C(C=C1)N1CCOCC1